C(CCC)N1C(OC(C1)=O)=O 3-butyloxazolidine-2,5-dione